(2S)-2-{[(9H-fluoren-9-ylmethoxy)carbonyl]amino}-3-(pyridin-3-yl)propanoic acid C1=CC=CC=2C3=CC=CC=C3C(C12)COC(=O)N[C@H](C(=O)O)CC=1C=NC=CC1